diphenyl-tertiary butyl-bromosilane C1(=CC=CC=C1)[Si](Br)(C(C)(C)C)C1=CC=CC=C1